CC=1C=C(C=CC1Cl)NC1=NC=C(C(=N1)NC1CCNCC1)C=1C=NN(C1)C(C)O (4-(2-(3-methyl-4-chlorophenyl-amino)-4-(piperidin-4-ylamino)pyrimidin-5-yl)-1H-pyrazol-1-yl)ethanol